(2R)-2,6-difluoro-tetrahydro-1H-pyrrolizin F[C@@H]1CC2=CC(CN2C1)F